6-[2,6-difluoro-4-(methoxymethyl)phenyl]-5-Fluoropyridine-2-carboxylic acid methyl ester COC(=O)C1=NC(=C(C=C1)F)C1=C(C=C(C=C1F)COC)F